3-(methylthio)-5,6-dihydro-4H-1,2,4-thiadiazine 1,1-dioxide CSC1=NS(CCN1)(=O)=O